Dimethyl-3,5-di-tert-butyl-4-hydroxybenzylphosphonate CC(C1=CC(=C(C(=C1)C(C)(C)C)O)C(C)(C)C)(P([O-])([O-])=O)C